BrC=1C=C2C=C(C(=NC2=CC1)OC)C(C(CCN(C)C)(O)C1=CC(=NC(=C1)OC)OC)C1=CC(=NC(=C1)OCCC)OC 1-(6-bromo-2-methoxyquinolin-3-yl)-2-(2,6-dimethoxypyridin-4-yl)-4-(dimethylamino)-1-(2-methoxy-6-propoxypyridin-4-yl)butan-2-ol